C(C=C)OC=1C=C2CCN3C(C2=CC1)=CC(=NC3=O)OCC31OCC(C3)(C1)C 9-(allyloxy)-2-((4-methyl-2-oxabicyclo[2.1.1]hexan-1-yl)methoxy)-6,7-dihydro-4H-pyrimido[6,1-a]isoquinolin-4-one